tert-butyl 1-(4-cyclobutylphenyl)-3-(2-methoxy-2-oxoethoxy)-1,4,6,7-tetrahydro-5H-pyrazolo[4,3-c]pyridine-5-carboxylate C1(CCC1)C1=CC=C(C=C1)N1N=C(C=2CN(CCC21)C(=O)OC(C)(C)C)OCC(=O)OC